C(C)NC(COC1=C(C=CC=C1)C=O)=O N-ETHYL-2-(2-FORMYLPHENOXY)ACETAMIDE